di-n-pentyl-2,3-dichloro-maleic acid C(CCCC)OC(\C(=C(/C(=O)OCCCCC)\Cl)\Cl)=O